3-bromo-5-(2-(dimethylamino)ethoxy)aniline tert-butyl-(4R,5S)-4-((benzyloxy)methyl)-5-methyl-1,2,3-oxathiazolidine-3-carboxylate C(C)(C)(C)OC(=O)N1SO[C@H]([C@H]1COCC1=CC=CC=C1)C.BrC=1C=C(N)C=C(C1)OCCN(C)C